FC(COC(C(N1[C@H](CC[C@@H](C1)C)C1=CC=CC=2CCOC21)=O)=O)(F)F.C[Si](C#CC2=CC=CC=C2)(C)C |r| trimethyl-(phenylethynyl)silane 2,2,2-Trifluoroethyl-2-oxo-2-[rac-(2R,5S)-2-(2,3-dihydrobenzofuran-7-yl)-5-methyl-1-piperidyl]acetate